CC1=CC=C(OC=2C=C(C(=O)N3CCN(CC3)CC3=NC4=C(N3C[C@H]3OCC3)C=C(C=C4)C(=O)O)C=CC2)C=C1 2-({4-[3-(4-methylphenoxy)benzoyl]piperazin-1-yl}methyl)-1-{[(2S)-oxetan-2-yl]methyl}-1H-1,3-benzodiazole-6-carboxylic acid